2-azido-2-(4-methoxyphenyl)-2H-benzo[b][1,4]oxazin-3(4H)-one N(=[N+]=[N-])C1(C(NC2=C(O1)C=CC=C2)=O)C2=CC=C(C=C2)OC